methyl 1-(2-((tert-butoxycarbonyl)amino)ethyl)-5-(hydroxymethyl)-1H-pyrazole-3-carboxylate C(C)(C)(C)OC(=O)NCCN1N=C(C=C1CO)C(=O)OC